C(C(C)C)(=O)OC=1C(=NC=CC1OC)C(N[C@H](C(=O)N[C@H](C(C1=CC=C(C=C1)OCC)C1=CC=C(C=C1)OCC)C)CC(C)C)=O 2-(((S)-1-(((S)-1,1-bis(4-ethoxyphenyl)propan-2-yl)amino)-4-methyl-1-oxopentan-2-yl)carbamoyl)-4-methoxypyridin-3-yl isobutyrate